ClC=1C=C(C=CC1)C(CO)NC(CC)=O N-(1-(3-chlorophenyl)-2-hydroxyethyl)propanamide